[K+].S(=O)(=O)(O)CCCC=CC(=O)[O-] 3-(sulfopropyl)-acrylate potassium salt